Ethylenediaminetetraacetic acid fluorine [F].C(CN(CC(=O)O)CC(=O)O)N(CC(=O)O)CC(=O)O